ClC1=C(C(NC(N1)=O)=O)CC 6-chloro-5-ethylpyrimidine-2,4(1H,3H)-dione